1,17-heptadecanediol diacrylate C(C=C)(=O)OCCCCCCCCCCCCCCCCCOC(C=C)=O